2-(trifluoromethyl)pyrimidine-4-carboxylic acid ethyl ester C(C)OC(=O)C1=NC(=NC=C1)C(F)(F)F